3',5-dipropenyl-3-[(S)-2,6-diamino-1-hexanoyl]amino-2,4'-dihydroxy-1,1'-biphenyl hydrochloride Cl.C(=CC)C=1C=C(C=CC1O)C1=C(C(=CC(=C1)C=CC)NC([C@H](CCCCN)N)=O)O